O=C1NC(CCC1N1C(C2=CC=CC(=C2C1=O)NCC=1C=NN(C1)C1CCN(CC1)C([C@H](C)C1=CC=CC=C1)=O)=O)=O 2-(2,6-dioxopiperidin-3-yl)-4-(((1-(1-((R)-2-phenylpropanoyl)piperidin-4-yl)-1H-pyrazol-4-yl)methyl)amino)isoindoline-1,3-dione